1-((3-Chloro-5-fluoro-2-methylphenyl)sulfonyl)-N-phenylpyrrolidine-2-carboxamide ClC=1C(=C(C=C(C1)F)S(=O)(=O)N1C(CCC1)C(=O)NC1=CC=CC=C1)C